COC1=NC=CC=C1C1=CC=C(C(=O)O)C=C1 4-(2-methoxypyridin-3-yl)benzoic acid